O=C1NC2=CC=CC=C2C(=C1)C[C@H](N)C(=O)O 3-(2-oxo-1,2-dihydro-4-quinolyl)alanine